Mono-Methyl fumarate C(\C=C\C(=O)[O-])(=O)OC